5-chloro-2,3-dihydrobenzofuran-4-carboxylic acid ClC1=CC=C2C(CCO2)=C1C(=O)O